The molecule is an anthocyanidin cation consisting of benzopyrylium with hydroxy substituents at the 3-, 5- and 7-positions and a 3,4,5-trihydroxyphenyl group at the 2-position. It is a plant pigment responsible for the colours of the plants of the genera Viola and Delphinium. It has a role as an antineoplastic agent, a biological pigment and a plant metabolite. It is a conjugate acid of a delphinidin(1-). C1=C(C=C(C(=C1O)O)O)C2=[O+]C3=CC(=CC(=C3C=C2O)O)O